CN1N=CC(=C1)C1=C(C=C(N=N1)NC=1C=CC(=NC1)C#N)NCC1CNCCO1 5-(6-(1-methyl-1H-pyrazol-4-yl)-5-(morpholin-2-ylmethylamino)pyridazin-3-ylamino)picolinonitrile